C(C)(C)OC=1C(=NC(=NC1)CO)NC1=CC=C(C=C1)OC1=CC=CC=C1 [5-isopropoxy-4-(4-phenoxyanilino)pyrimidin-2-yl]methanol